NC1=C(C=CC(=C1)N)P(C)(C)=O (2,4-diaminophenyl)dimethylphosphine oxide